(6-{[3-(2,3-dichloro-6-fluorophenyl)azetidin-3-yl]amino}-8-fluoro-4-oxoquinazolin-3-yl)acetic acid hydrochloride Cl.ClC1=C(C(=CC=C1Cl)F)C1(CNC1)NC=1C=C2C(N(C=NC2=C(C1)F)CC(=O)O)=O